C[C@@H]1N(S(OC1)(=O)=O)C(=O)OC(C)(C)C (S)-tert-butyl 4-methyl-1,2,3-oxathiazolidine-3-carboxylate 2,2-dioxide